C(#N)C1=CNC2=CC=C(C=C12)C1=C2C(=NN(C1=O)C1=CC3=CN(N=C3C=C1)C)C(=CN2CC2CC2)C#N 4-(3-cyano-1H-indol-5-yl)-5-(cyclopropylmethyl)-2-(2-methyl-2H-indazol-5-yl)-3-oxo-3,5-dihydro-2H-pyrrolo[3,2-c]pyridazine-7-carbonitrile